(S)-8-chloro-2-methyl-5-((2-(2-methyl-3-(5-methyl-6-oxo-1,6-dihydropyridazin-4-yl)propyl)-2-azaspiro[3.3]heptan-6-yl)methyl)phthalazin-1(2H)-one ClC=1C=CC(=C2C=NN(C(C12)=O)C)CC1CC2(CN(C2)C[C@H](CC=2C=NNC(C2C)=O)C)C1